phenyl (4,6-dichloropyrimidin-2-yl)-carbamate ClC1=NC(=NC(=C1)Cl)NC(OC1=CC=CC=C1)=O